CC[C@H](CC[C@@H](C)[C@H]1CC[C@H]2[C@@H]3CC([C@H]4CC(CC[C@]4(C)[C@H]3CC[C@]12C)=O)=O)C(C)C 5α-stigmastan-3,6-dione